4-(8-(3-acrylamidophenyl)-2,5-diaminoquinazolin-6-yl)-N-(pyridin-2-yl)benzamide C(C=C)(=O)NC=1C=C(C=CC1)C=1C=C(C(=C2C=NC(=NC12)N)N)C1=CC=C(C(=O)NC2=NC=CC=C2)C=C1